FC1=C(C#N)C=CC(=C1)C1=NC=2C(=NC=CC2N2CCC3(CC2)CCNCC3)N1C1=C(C=C(C=C1)N1CC(CC1)OC)F 2-fluoro-4-(3-(2-fluoro-4-(3-methoxypyrrolidine-1-yl)phenyl)-7-(3,9-diazaspiro[5.5]undecan-3-yl)-3H-imidazo[4,5-b]pyridine-2-yl)benzonitrile